FC1=C2C=CNC2=CC(=C1OC1=CC=C2CN3C(C2=C1)=NC(=N3)CC=3C(=C(C=CC3)CCC(=O)O)F)F 3-[3-[[8-[(4,6-difluoro-1H-indol-5-yl)oxy]-5H-[1,2,4]triazolo[5,1-a]isoindol-2-yl]methyl]-2-fluorophenyl]propanoic acid